N(=NC(C#N)C)C(C#N)C 2,2'-azobispropionitrile